ClC1=NC=NC2=CC(=C(C=C12)OC1CN(C1)C(C=C)=O)OC 1-(3-((4-chloro-7-methoxyquinazolin-6-yl)oxy)azetidin-1-yl)prop-2-en-1-one